N-2,6-xylylmaleimide C1(=C(C=CC=C1C)C)N1C(C=CC1=O)=O